NC1=NC=C2C(=N1)N(N=C2)CC2=CC=C(C=C2)N 6-amino-1-(4-aminobenzyl)-1H-pyrazolo[3,4-d]pyrimidine